N-(6-(1-(3-(dimethylamino)propylsulfonyl)piperidin-4-yl)-2-ethylimidazo[1,2-a]pyridin-3-yl)-4-(4-fluorophenyl)-N-methylthiazol-2-amine CN(CCCS(=O)(=O)N1CCC(CC1)C=1C=CC=2N(C1)C(=C(N2)CC)N(C=2SC=C(N2)C2=CC=C(C=C2)F)C)C